4-(3-(4-Methoxybenzyl)-5-methyl-1H-1,2,4-triazol-5-yl)-1-methylpiperidin COC1=CC=C(CC=2NNC(N2)(C)C2CCN(CC2)C)C=C1